2-(4-acetylphenyl)-10-(azetidin-1-yl)-7,7-dimethyl-5,12b-dihydro-1H,7H-chromeno[4,3-c][1,2,4]triazolo[1,2-a]Pyridazine C(C)(=O)C1=CC=C(C=C1)N1CN2N(CC=C3C2C=2C=CC(=CC2OC3(C)C)N3CCC3)C1